FC1=CNC2=C(C=CC=C12)P(C)(C)=O (3-fluoro-1H-indol-7-yl)dimethylphosphine oxide